4-(4-fluoro-2-methyl-phenoxy)-N-(1-oxidopyridin-1-ium-3-yl)-6-(trifluoromethyl)pyridine-3-carboxamide FC1=CC(=C(OC2=C(C=NC(=C2)C(F)(F)F)C(=O)NC=2C=[N+](C=CC2)[O-])C=C1)C